CC1(CCC(CC1)C=1C=C2C=CN=C(C2=CC1)C1=CC(=CC(=C1)C)C)C 6-(4,4-dimethylcyclohexyl)-1-(3,5-dimethylphenyl)isoquinoline